NC=1C(=NC=C(C1)Cl)B(O)O 3-AMINO-5-CHLOROPYRIDIN-2-YLBORONIC ACID